FCC(C(=O)C1=CC=CC=C1)(CF)CF 2,2,2-trifluoromethyl-acetophenone